C(C)OC1=CN=CC(=N1)C=1C=C2CN(C(C2=CC1)=O)C1(CC1)C=1N=C(SC1)NS(=O)(=O)C1CC1 N-(4-(1-(5-(6-ethoxypyrazin-2-yl)-1-oxoisoindolin-2-yl)cyclopropyl)thiazol-2-yl)cyclopropanesulfonamide